C1(CC1)NS(=O)(=O)C1=C(C=CC(=C1)OC1=C(C=C(C=C1Cl)N1N=C(C(NC1=O)=O)C(F)(F)F)Cl)O N-cyclopropyl-5-[2,6-dichloro-4-[3,5-dioxo-6-(trifluoromethyl)-1,2,4-triazin-2-yl]phenoxy]-2-hydroxy-benzenesulfonamide